8-(benzofuran-2-yl)-3-methoxy-6-methyl-1,7-naphthyridine O1C(=CC2=C1C=CC=C2)C=2N=C(C=C1C=C(C=NC21)OC)C